2-{9-[(2-butyloctyl)oxy]-9-oxononyl}dodecyl-1-methylpiperidine-4-carboxylate C(CCC)C(COC(CCCCCCCCC(COC(=O)C1CCN(CC1)C)CCCCCCCCCC)=O)CCCCCC